N-(3-(1,1-difluoroethyl)phenyl)-1-(4-(difluoromethoxy)-3-(pyridin-3-yl)phenyl)-3,5-dimethyl-1H-pyrazole-4-carboxamide FC(C)(F)C=1C=C(C=CC1)NC(=O)C=1C(=NN(C1C)C1=CC(=C(C=C1)OC(F)F)C=1C=NC=CC1)C